OCC(NC1(CCC1)C)C1=CC(=C2CN(C(C2=C1)=O)C(=O)OC(C)(C)C)C(F)(F)F tert-butyl 6-(2-hydroxy-1-((1-methylcyclobutyl)amino)ethyl)-1-oxo-4-(trifluoromethyl)isoindoline-2-carboxylate